O1C2=C(OCC1)C=C(C=C2)C2CN(C2)[C@@H]2[C@H](CCCC2)OC=2C=C1CN(C(C1=CC2)=O)C2C(NC(CC2)=O)=O 3-(5-(((1S,2S)-2-(3-(2,3-dihydrobenzo[b][1,4]dioxin-6-yl)azetidin-1-yl)cyclohex-yl)oxy)-1-oxoisoindolin-2-yl)piperidine-2,6-dione